N-Methyl-5-[[1-[2-oxo-2-[(2S,4S)-2-cyano-4-fluoro-pyrrolidin-1-yl]ethyl]-4-piperidyl]amino]chinolin-8-carboxamid CNC(=O)C=1C=CC(=C2C=CC=NC12)NC1CCN(CC1)CC(N1[C@@H](C[C@@H](C1)F)C#N)=O